S(N)(OC[C@@H]1OC(O[C@H]1C1=C(C=CC=C1)N)C1=CC=CC=C1)(=O)=O ((4S,5S)-5-(2-aminophenyl)-2-phenyl-1,3-dioxolan-4-yl)methyl sulfamate